tert-butyl 4,4-dimethyl-1,2,3-oxathiazolidine-3-carboxylate 2,2-dioxide CC1(N(S(OC1)(=O)=O)C(=O)OC(C)(C)C)C